3-(Fluoromethyl)cyclobutane-1-one FCC1CC(C1)=O